9-(3,5-Dimethoxyphenyl)-6-methoxy-4,9-dihydrofuro[3,4-b]quinolin-1(3H)-one COC=1C=C(C=C(C1)OC)C1C2=C(NC=3C=C(C=CC13)OC)COC2=O